ClC1=CC=CC=2N1N=C(C2)[C@@H]2N(CCC1=C2N=CN1)C(=O)C=1C=NN2C1C=CC(=C2)OC (R)-(4-(7-chloropyrazolo[1,5-a]pyridin-2-yl)-6,7-dihydro-1H-imidazo[4,5-c]pyridin-5(4H)-yl)(6-methoxypyrazolo[1,5-a]pyridin-3-yl)methanone